COCCCOC=1C=CC2=C(OC3=C2C(C2=CC=C(C=C2C3(C)C)OC[C@H]([C@@H](CO)O)O)=O)C1 3-(3-Methoxy-propoxy)-6,6-dimethyl-8-((2R,3R)-2,3,4-trihydroxy-butoxy)-6H-benzo[b]naphtho[2,3-d]furan-11-one